6-(Benzyloxy)-N-(3-bromophenyl)-5-(1H-indol-4-yl)pyridin-3-amine C(C1=CC=CC=C1)OC1=C(C=C(C=N1)NC1=CC(=CC=C1)Br)C1=C2C=CNC2=CC=C1